OC12CCC(CC1)(CC2)/C=C/C=2C=C(C#N)C=CC2 (E)-3-(2-(4-hydroxy-bicyclo[2.2.2]oct-1-yl)vinyl)benzonitrile